2-methyl-2-propenoic acid butyl ester C(CCC)OC(C(=C)C)=O